NCCCP(O)(O)=O (aminopropyl)phosphonic acid